N-[(1-amino-6-isoquinolyl)methyl]-5-chloro-6-[methyl-[[1-(4-pyridyl)-4-piperidyl]methyl]amino]pyridine-3-carboxamide NC1=NC=CC2=CC(=CC=C12)CNC(=O)C=1C=NC(=C(C1)Cl)N(CC1CCN(CC1)C1=CC=NC=C1)C